4-(2-fluorophenyl)-2-(2-(2-propenoyl)-2,6-diazaspiro[3.4]octan-6-yl)-7-(1,3-thiazol-5-yl)-3-quinolinecarbonitrile FC1=C(C=CC=C1)C1=C(C(=NC2=CC(=CC=C12)C1=CN=CS1)N1CC2(CN(C2)C(C=C)=O)CC1)C#N